alpha-[(tert-butylamino)methyl]-3,5-dihydroxybenzyl alcohol C(C)(C)(C)NCC(C1=CC(=CC(=C1)O)O)O